C(C)OC1=NC=CC=C1C=1C=C(C2=C(N1)N(N=C2C(C)C)C)NCC2=NC=CC=N2 6-(2-ethoxy-3-pyridyl)-3-isopropyl-1-methyl-N-(pyrimidin-2-ylmethyl)pyrazolo[3,4-b]pyridin-4-amine